C(CCCCCC\C=C/C\C=C/CCCCC)C(O[Si](OCCCCCCN(C(CO)CO)C)(C)C)OCCCCCCCC\C=C/C\C=C/CCCCC 2-(((20Z,23Z)-10-((8Z,11Z)-heptadeca-8,11-dien-1-yl)-8,8-dimethyl-7,9,11-trioxa-8-silanonacosa-20,23-dien-1-yl)(methyl)amino)propane-1,3-diol